8-(((1-(((tert-butyldiphenylsilyl)oxy)methyl)cyclopropyl)methyl)thio)-7-(5-chloro-2,4-difluorophenyl)-6-(trifluoromethyl)quinazoline-2,4(1H,3H)-dione [Si](C1=CC=CC=C1)(C1=CC=CC=C1)(C(C)(C)C)OCC1(CC1)CSC=1C(=C(C=C2C(NC(NC12)=O)=O)C(F)(F)F)C1=C(C=C(C(=C1)Cl)F)F